C(=O)(OC(C)(C)C)N[C@H]([C@@H](O)C)C(=O)O BOC-D-threonine